C(CC)NC(O[C@H]1C[C@H](CC1)C1=CC(=NN1)NC(CC1=NC=C(C=C1)OC)=O)=O (1R,3S)-3-(3-{[(5-methoxypyridin-2-yl)acetyl]amino}-1H-pyrazol-5-yl)cyclopentyl propylcarbamate